1-(6-o-methylbenzoyl-N-ethylcarbazole-3-yl)-ethanone oxime CC1=C(C(=O)C=2C=C3C=4C=C(C=CC4N(C3=CC2)CC)C(C)=NO)C=CC=C1